C(=C)OCC(C)C isobutyl VINYL ETHER